ClC=1N=CC2=C(N1)N(C=C2Cl)CCCO 3-(2,5-dichloro-7H-pyrrolo[2,3-d]pyrimidin-7-yl)propan-1-ol